C(C)C1=C(SC(=C1)C1=CC=C(C=C1)C1CCN(CC1)C(C)C)C(=O)N1C[C@H](CC1)NC(OC(C)(C)C)=O tert-butyl (S)-(1-(3-ethyl-5-(4-(1-isopropylpiperidin-4-yl)phenyl)thiophene-2-carbonyl)pyrrolidin-3-yl)carbamate